4-(8-((1R,5S)-3,8-diazabicyclo[3.2.1]octan-3-yl)-4-fluoro-5-methyl-6-(pyridin-4-ylmethoxy)-2,7-naphthyridin-3-yl)-6-fluoro-5-((triisopropylsilyl)ethynyl)naphthalen-2-ol [C@H]12CN(C[C@H](CC1)N2)C=2N=C(C(=C1C(=C(N=CC21)C2=CC(=CC1=CC=C(C(=C21)C#C[Si](C(C)C)(C(C)C)C(C)C)F)O)F)C)OCC2=CC=NC=C2